COC1=C(C=C(C(=C1)N(CCN1CCCC1)C)[N+](=O)[O-])NC1=NC=C(C(=N1)N1CC(C2=NC(=CC=C21)C)(C)C)C(=O)OC(C)C isopropyl 2-((2-methoxy-4-(methyl(2-(pyrrolidin-1-yl)ethyl)amino)-5-nitrophenyl)amino)-4-(3,3,5-trimethyl-2,3-dihydro-1H-pyrrolo[3,2-b]pyridin-1-yl)pyrimidine-5-carboxylate